tert-Butyl (S)-3-(4-(4,6-dichloro-7H-pyrrolo[2,3-d]pyrimidin-7-yl)-2-methylphenyl)morpholine-4-carboxylate ClC=1C2=C(N=CN1)N(C(=C2)Cl)C2=CC(=C(C=C2)[C@@H]2N(CCOC2)C(=O)OC(C)(C)C)C